C(C)(C)(C)NS(=O)(=O)C=1C=C(C=CC1)NC1=NC(=NC=C1C)NC1=CC=C(C(=O)NC2=CC(=CC(=C2)C(F)(F)F)N2C=NC(=C2)C)C=C1 4-((4-((3-(N-(tert-butyl)sulfamoyl)phenyl)amino)-5-methylpyrimidin-2-yl)amino)-N-(3-(4-methyl-1H-imidazol-1-yl)-5-(trifluoromethyl)phenyl)benzamide